(R)-(3-Aminopiperidin-1-yl)(2-(1-(4-methoxybenzyl)-1H-indol-2-yl)-3,4-dihydro-5-oxa-1,2a-diazaacenaphthylen-7-yl)methanone N[C@H]1CN(CCC1)C(=O)C=1C=C2OCCN3C(=NC(C1)=C32)C=3N(C2=CC=CC=C2C3)CC3=CC=C(C=C3)OC